S(=O)(=O)(ON1[C@@H]2CC[C@H](N(C1=O)C2)C(NC2CC(CC2)N(C)C)=N)O (2S,5R)-2-(N-(3-(Dimethylamino) cyclopentyl) carbamimidoyl)-7-oxo-1,6-diazabicyclo[3.2.1]octan-6-yl hydrogen sulfate